The molecule is a second-generation cephamycin antibiotic having [(1-methyl-1H-tetrazol-5-yl)sulfanyl]methyl and {N-[(4-ethyl-2,3-dioxopiperazin-1-yl)carbonyl]-D-threonyl}amino side groups located at positions 3 and 7beta respectively. It is a peptide and a cephalosporin. CCN1CCN(C(=O)C1=O)C(=O)N[C@H]([C@H](C)O)C(=O)N[C@]2([C@@H]3N(C2=O)C(=C(CS3)CSC4=NN=NN4C)C(=O)O)OC